5-(3,5-dichloro-4-fluorophenyl)-4,5-dihydro-5-(trifluoromethyl)isoxazole ClC=1C=C(C=C(C1F)Cl)C1(CC=NO1)C(F)(F)F